BrC=1C=C(C=CC1)C(CCCC(CS(=O)(=O)CC(=O)OC)(C)C)N1N=C(C=C1)C1=CC(=CC=C1)OC=1C(=C2C=CNC2=CC1F)C=C methyl 2-((6-(3-bromophenyl)-6-(3-(3-((6-fluoro-4-vinyl-1H-indol-5-yl)oxy)phenyl)-1H-pyrazol-1-yl)-2,2-dimethylhexyl)sulfonyl)acetate